CC1NC2=CC=CC=C2NC1 2-methyl-1,2,3,4-tetrahydroquinoxaline